BrC1=C(C(C=O)=CC(=C1)Br)O 3,5-dibromo-salicylaldehyde